5-(3-methyl-1H-pyrazol-5-yl)-1-{[(2S)-oxetan-2-yl]methyl}-1H-1,3-benzodiazole CC1=NNC(=C1)C1=CC2=C(N(C=N2)C[C@H]2OCC2)C=C1